1-(5,6-dimethoxypyridin-3-yl)ethan-1-amine COC=1C=C(C=NC1OC)C(C)N